C(C)(C)OC(=O)[C@@H]1OCC[C@H](C1)O |r| (±)-trans-4-hydroxytetrahydro-2H-pyran-2-carboxylic acid isopropyl ester